O[C@H](CNC(=O)C1=NC=C(C=C1)NC=1OC(=CN1)C1=NC=C(C=C1)C(F)(F)F)CO (R)-N-(2,3-dihydroxypropyl)-5-((5-(5-(trifluoromethyl)pyridin-2-yl)oxazol-2-yl)amino)pyridineamide